tert-Butyl 4-(1-diazo-2-ethoxy-2-oxo-ethyl)-3,6-dihydro-2H-pyridine-1-carboxylate [N+](=[N-])=C(C(=O)OCC)C=1CCN(CC1)C(=O)OC(C)(C)C